Cl.NCCNC(OC1=C(C=2C=C3C(=NC2C=C1)C1=CC2=C(C(N1C3)=O)COC([C@]2(O)CC)=O)CN(C)C)=O (S)-10-((dimethylamino)methyl)-4-ethyl-4-hydroxy-3,14-dioxo-3,4,12,14-tetrahydro-1H-pyrano[3',4':6,7]indolizino[1,2-b]quinolin-9-yl (2-aminoethyl)carbamate HCl salt